ClC1=CN(C2=CC=C(C=C12)CNCCC(=O)O)C1=NOC(=N1)C1=NOC2=C1CCC(C2)(C)C 3-(((3-chloro-1-(5-(6,6-dimethyl-4,5,6,7-tetrahydrobenzo[d]isoxazol-3-yl)-1,2,4-oxadiazol-3-yl)-1H-indol-5-yl)methyl)amino)propanoic acid